FC(OC1=CC=C(C=C1)C1=CN(C=2N=C(N=C(C21)N)NC2=C(C=C(C=C2)S(=O)(=O)C)F)C(C)C)F 5-[4-(Difluoromethoxy)phenyl]-N2-[2-fluoro-4-(methylsulfonyl)phenyl]-7-isopropyl-7H-pyrrolo[2,3-d]pyrimidine-2,4-diamine